6-Methyl-N-[(3S)-2-oxo-5-phenyl-1,3-dihydro-1,4-benzodiazepine-3-Yl]-2-phenylimidazo[1,2-b]pyridazine-3-carboxamide CC=1C=CC=2N(N1)C(=C(N2)C2=CC=CC=C2)C(=O)N[C@@H]2C(NC1=C(C(=N2)C2=CC=CC=C2)C=CC=C1)=O